C(C)OC([C@H](C1=CC=CC=C1)C1=COC2=C(C=C(C=C2C1=O)C)C)=O (R)-2-(6,8-dimethyl-4-oxo-4H-chromen-3-yl)-2-phenylacetic acid ethyl ester